Pyridine hydrogen fluoride F.N1=CC=CC=C1